C[C@]12CC[C@H]3[C@H]([C@@H]1CC[C@@H]2O)CCC4=C3C=CC(=C4)O 17β-oestradiol